(S)-3-carboxymorpholine C(=O)(O)[C@H]1NCCOC1